ethyl 6-[4-[5-fluoro-2-(4-fluorotetrahydropyran-4-yl)-3-pyridyl]piperazin-1-yl]-2-azaspiro[3.4]octane-2-carboxylate FC=1C=C(C(=NC1)C1(CCOCC1)F)N1CCN(CC1)C1CC2(CN(C2)C(=O)OCC)CC1